(3,5-bis((2-(1-hydroxy-1,3-dihydrobenzo[c][1,2]oxaborol-7-yl)acetamido)methyl)benzoyl)glutamic acid OB1OCC2=C1C(=CC=C2)CC(=O)NCC=2C=C(C(=O)N[C@@H](CCC(=O)O)C(=O)O)C=C(C2)CNC(CC2=CC=CC1=C2B(OC1)O)=O